(2R,3S)-2-(3-(5-chloro-7-(pyrrolidin-1-yl)-1H-benzo[d]imidazol-1-yl)propyl)piperidin-3-ol ClC1=CC2=C(N(C=N2)CCC[C@H]2NCCC[C@@H]2O)C(=C1)N1CCCC1